[C@H]12CN(C[C@H](CC1)N2)C2=NC(=NC1=C(C(=C(C=C21)Cl)C2=CC=CC=1SC(=C(C12)C)N)F)OC[C@]12CCCN2C[C@@H](C1)F 4-(4-((1R,5S)-3,8-diazabicyclo[3.2.1]octan-3-yl)-6-chloro-8-fluoro-2-(((2R,7aS)-2-fluorotetrahydro-1H-pyrrolizin-7a(5H)-yl)methoxy)quinazolin-7-yl)-3-methylbenzo[b]thiophen-2-amine